3-amino-N-(2-{9-amino-2-oxa-7-azaspiro[4.4]nonan-7-yl}-3-fluoro-5,6,7,8-tetrahydroquinolin-6-yl)-6-methylthieno[2,3-b]pyridine-2-carboxamide NC1=C(SC2=NC(=CC=C21)C)C(=O)NC2CC=1C=C(C(=NC1CC2)N2CC1(CCOC1)C(C2)N)F